ClC=1C(=CC(=C(CNC[C@H](CC(=O)O)O)C1)OCC=1C=NC=C(C1)C#N)OCC=1C(=C(C=CC1)C1=C(C(=CC=C1)C1=CC=C(C=C1)CN1C[C@H](CC1)O)C)C (S)-4-((5-chloro-2-((5-cyanopyridin-3-yl)methoxy)-4-((4''-(((S)-3-hydroxypyrrolidin-1-yl)methyl)-2,2'-dimethyl-[1,1':3',1''-terphenyl]-3-yl)methoxy)benzyl)amino)-3-hydroxybutanoic acid